C1(CC1)N1N=C(C=C1)C=1N=C2SC=CN2C1C=1C=C2C(NC=NC2=CC1)=O 6-{7-(1-cyclopropyl-1H-pyrazol-3-yl)-4-thia-1,6-diazabicyclo[3.3.0]octa-2,5,7-trien-8-yl}-3H-quinazolin-4-one